FC1=C2C(=NC(=C1)C)NC(=C2)C(=O)N[C@@H]2[C@H]([C@H]1C([C@@H](C2)C1)(C)C)C 4-fluoro-6-methyl-N-[(1S,2S,3S,5R)-2,6,6-trimethylnorpinan-3-yl]-1H-pyrrolo[2,3-b]pyridine-2-carboxamide